O1C2=C(OCC1C=1N[C@H](C(N1)([2H])[2H])[2H])C(=C(C(=C2[2H])[2H])[2H])[2H] (5S)-2-(2,3-dihydrobenzo[b][1,4]dioxin-2-yl-5,6,7,8-d4)-4,5-dihydro-1H-imidazole-4,4,5-d3